C(CCCCCCC(C)C)OCCCC(CCN)N isodecyloxypropyl-1,3-diaminopropane